oleic hydrazide C(CCCCCCC\C=C/CCCCCCCC)(=O)NN